C(\C=C\C)N1C(C2=C(C(=C1)C1=CC(=C(C(=O)N)C=C1)Cl)C=CN2)=O 4-[6-[(E)-but-2-enyl]-7-oxo-1H-pyrrolo[2,3-c]pyridin-4-yl]-2-chlorobenzamide